C(C)(C)(C)OC(=O)NC1=C(C2=C(S1)C(=CC=C2C2=C(C=C1C(=NC(=NC1=C2F)F)N2CC1CCC(C2)N1C(=O)OC(C)(C)C)Cl)F)C#N tert-butyl 3-(7-(2-((tert-butoxycarbonyl)amino)-3-cyano-7-fluorobenzo[b]thiophen-4-yl)-6-chloro-2,8-difluoroquinazolin-4-yl)-3,8-diazabicyclo[3.2.1]octane-8-carboxylate